4,4'-diaminobenzenesulphonanilide NC1=CC=C(C=C1)S(=O)(=O)NC1=CC=C(C=C1)N